FC=1C=C2C(=NC1)NC=C2C2=NC(=CC(=N2)NC2C(C1CCC2CC1)C(=O)O)C=1OC(=CC1)[N+](=O)[O-] (+/-)-trans-3-((2-(5-fluoro-1H-pyrrolo[2,3-b]pyridin-3-yl)-6-(5-nitrofuran-2-yl)pyrimidin-4-yl)amino)bicyclo[2.2.2]octane-2-carboxylic acid